N-[1-(2,6-Difluoro-4-methoxyphenyl)-4-(piperidin-4-yl)-1H-imidazol-2-yl]-4-(difluoromethoxy)benzamide FC1=C(C(=CC(=C1)OC)F)N1C(=NC(=C1)C1CCNCC1)NC(C1=CC=C(C=C1)OC(F)F)=O